sulfate lanthanum cerium [Ce+3].[La+3].S(=O)(=O)([O-])[O-].S(=O)(=O)([O-])[O-].S(=O)(=O)([O-])[O-]